(4E)-4-[3-(3-chlorophenyl)prop-2-yn-1-ylidene]-3,3-dimethyl-N-(6-methylpyridin-2-yl)piperidine-1-carboxamide ClC=1C=C(C=CC1)C#C\C=C/1\C(CN(CC1)C(=O)NC1=NC(=CC=C1)C)(C)C